NC1CCS(CC1)(=O)=O 4-aminotetrahydro-2H-thiopyran-1,1-dioxide